N-(4-Chloro-3-(trifluoromethyl)phenyl)-6,7,8,9-tetrahydro-5H-5,8-epiminocyclohepta[d]pyrimidine-10-carboxamide ClC1=C(C=C(C=C1)NC(=O)N1C2CCC1CC=1N=CN=CC12)C(F)(F)F